OCC=1C=2C=3N(C(=NC2C=CC1)NC=1C(N=CC=CC1)=O)N=C(N3)C3=CC=C(C=C3)OC (3R)-3-{[10-(hydroxymethyl)-2-(4-methoxyphenyl)[1,2,4]triazolo[1,5-c]quinazolin-5-yl]amino}azepin-2-one